cyclohexylsilyl-titanium dichloride [Cl-].[Cl-].C1(CCCCC1)[SiH2][Ti+2]